(4-((3,3-dioxa-1,3,4-oxathiazinan-4-yl)methyl)benzyl)-1,3-dihydro-2H-benzo[d]imidazol-2-one O1CSN(CC1)CC1=CC=C(CN2C(NC3=C2C=CC=C3)=O)C=C1